N1(CCCC1)C=1C=C(CN)C=CC1 3-(pyrrolidin-1-yl)benzylamine